(S)-N-(chroman-4-yl)-2-morpholinobenzo[d]thiazole-6-carboxamide O1CC[C@@H](C2=CC=CC=C12)NC(=O)C1=CC2=C(N=C(S2)N2CCOCC2)C=C1